N1CC(CCC1)C(=O)N piperidine-3-carboxamide